ClC1=CC(=C(C=C1)C(/C=C/C1=CC=C(OC(C(C)=O)(C)C)C=C1)=O)O 3-[4-[(E)-3-(4-Chloro-2-hydroxyphenyl)-3-oxoprop-1-enyl]phenoxy]-3-methylbutan-2-one